CC12C3CC(C3CCC(CCC1)(C2)OCCC)(C)C ((1,4,4-trimethyltricyclo[6.3.1.02,5]dodecan-8-yl)oxy)propan